2'-chloro-N-(5-(2-chloro-5-(difluoromethyl)benzoyl)-5,6-dihydro-4H-pyrrolo[3,4-d]thiazol-2-yl)-5'-methoxy-6-methyl-[4,4'-bipyridine]-3-carboxamide ClC1=NC=C(C(=C1)C1=C(C=NC(=C1)C)C(=O)NC=1SC2=C(N1)CN(C2)C(C2=C(C=CC(=C2)C(F)F)Cl)=O)OC